2,6-diphenyl-4-octadecyl-oxyphenol C1(=CC=CC=C1)C1=C(C(=CC(=C1)OCCCCCCCCCCCCCCCCCC)C1=CC=CC=C1)O